ClC1=CC=C(OC2=CC(=C(C=C2)C(CN2N=CN=C2)C(C)C)C(F)(F)F)C=C1 2-[4-(4-chlorophenoxy)-2-(trifluoromethyl)phenyl]-3-methyl-1-(1,2,4-triazol-1-yl)butan